tert-butyl (2-fluoro-4-((2-phenylpyridin-4-yl)oxy)phenyl)carbamate FC1=C(C=CC(=C1)OC1=CC(=NC=C1)C1=CC=CC=C1)NC(OC(C)(C)C)=O